acrylamidooxyethyl-triethyl-ammonium C(C=C)(=O)NCC[N+](CC)(CC)CC